tert-butyl 3-(3-fluoro-4-(4,4,5,5-tetramethyl-1,3,2-dioxaborolan-2-yl)phenyl)piperidine-1-carboxylate FC=1C=C(C=CC1B1OC(C(O1)(C)C)(C)C)C1CN(CCC1)C(=O)OC(C)(C)C